OC1=C(C=CC(=C1)O)C(\C=C\C1=CC(=C(C=C1)OC)CN1N=C(C(=C1C)[N+](=O)[O-])C)=O (E)-1-(2,4-Dihydroxyphenyl)-3-[3-[(3,5-dimethyl-4-nitropyrazol-1-yl)methyl]-4-methoxyphenyl]prop-2-en-1-one